C(C)N1CC(CCC1)CC1=C(C=CC(=C1)F)S(=O)(=O)NC1=CC=C2[C@@H]3[C@H](COC2=C1C(=O)O)C3 (1aR,7bS)-5-[2-(1-ethylpiperidin-3-ylmethyl)-4-fluorobenzene-sulfonylamino]-1,1a,2,7b-tetrahydrocyclopropa[c]chromene-4-carboxylic acid